1-(4-((4-(3,4-dichloro-2-fluorophenyl)-8-methoxy-5-methyl-4H-pyrido[2,3,4-de]quinazolin-7-yl)oxy)piperidin-1-yl)prop-2-en-1-one ClC=1C(=C(C=CC1Cl)N1C(=CC=2C=3C1=NC=NC3C=C(C2OC2CCN(CC2)C(C=C)=O)OC)C)F